ClC1=C(OC2=NC=CC=C2C(=O)N)C=CC(=C1)CC(=O)NC1=NC2=C(N1CC1CC1)C=C(C=C2)C(F)(F)F 2-(2-chloro-4-(2-((1-(cyclopropylmethyl)-6-(trifluoromethyl)-1H-benzo[d]imidazol-2-yl)amino)-2-oxoethyl)phenoxy)pyridine-3-carboxamide